N-(3,3-difluorocyclopentyl)isoxazole-3-carboxamide FC1(CC(CC1)NC(=O)C1=NOC=C1)F